CC=1C=C(C=CC1NCCSC1=CC=CC=C1)S(=O)(=O)N 3-methyl-4-(2-phenylsulfanylethylamino)benzenesulfonamide